BrC1=C(C=C2C(=NC(=NC2=C1F)CCl)N1CCN(CC1)C(=O)OC(C)(C)C)Cl tert-butyl 4-(7-bromo-6-chloro-2-(chloromethyl)-8-fluoroquinazolin-4-yl)piperazine-1-carboxylate